1-[4-(2-hydroxyethyl)phenyl]-2-methyl-1-propanone OCCC1=CC=C(C=C1)C(C(C)C)=O